(R)-3-Ethyl-4-(2-nitrophenylsulfonyl)-1,4-diazepan-1-carboxylic acid phenylmethyl ester C1(=CC=CC=C1)COC(=O)N1C[C@H](N(CCC1)S(=O)(=O)C1=C(C=CC=C1)[N+](=O)[O-])CC